(5-(2,4-dioxotetrahydropyrimidin-1(2H)-yl)pyrazin-2-yl)methyl methanesulfonate CS(=O)(=O)OCC1=NC=C(N=C1)N1C(NC(CC1)=O)=O